C([C@H]([C@H]1[C@@H]([C@H]([C@H](O1)OCC(CO)O)O)O)O)O The molecule is a D-galactosylglycerol that is alpha-D-glucofuranose in which the hydrogen of the anomeric hydroxy group has been replaced by a 2,3-dihydroxypropyl group.